BrC1=C(C=C(C=C1)S(=O)(=O)NC1C(CCC1)=O)C 4-bromo-3-methyl-N-(2-oxocyclopentyl)benzenesulfonamide